4-[(2-methoxy-4-fluorobenzyl)amino]-2-[(1-methyl-1H-pyrazol-4-yl)amino]pyrimidin-5-carboxamide COC1=C(CNC2=NC(=NC=C2C(=O)N)NC=2C=NN(C2)C)C=CC(=C1)F